[Cr].[Ti].[V] vanadium-titanium-chromium